N1C[C@@H](CC1)CS(=O)(=O)OC=1N=NC=C(C1)C (R)-1-(5-methylpyridazin-3-yl) pyrrolidin-3-ylmethanesulfonate